COC(=O)C=1C=CC(=C(C1)C1=CC=C(C=C1)OCC1CCN(CC1)C(=O)OC(C)(C)C)C(F)(F)F tert-Butyl 4-({[5'-(methoxycarbonyl)-2'-(trifluoromethyl)[1,1'-biphenyl]-4-yl]oxy}methyl)piperidine-1-carboxylate